ClC12CCC(CC1)C2 1-chloro-norbornane